1-[(3,4-dimethoxyphenyl)methyl]piperidine-2,6-dione COC=1C=C(C=CC1OC)CN1C(CCCC1=O)=O